2-Trichloroethyl-(R)-4-(3-((tert-butoxycarbonyl)amino)-4-(phenylthio)butyl)piperazine ClC(C[C@H]1NCCN(C1)CCC(CSC1=CC=CC=C1)NC(=O)OC(C)(C)C)(Cl)Cl